N-[4,6-dimethylpyrazolo[1,5-a]pyrazin-2-yl]-3-fluoro-5-(piperidin-4-yl)thiophene-2-carboxamide CC=1C=2N(C=C(N1)C)N=C(C2)NC(=O)C=2SC(=CC2F)C2CCNCC2